tert-butyl (S)-3-((1-(3-(4-methoxyphenyl)-1,2,4-oxadiazol-5-yl)piperidine-4-carboxamido)methyl)pyrrolidine-1-carboxylate COC1=CC=C(C=C1)C1=NOC(=N1)N1CCC(CC1)C(=O)NC[C@H]1CN(CC1)C(=O)OC(C)(C)C